(5'S,7a'R)-5'-(3,5-difluoro-phenyl)-1-(3,4,5-triiodo-benzoyl)tetrahydro-3'H-spiro[piperidine-4,2'-pyrrolo[2,1-b]oxazol]-3'-one FC=1C=C(C=C(C1)F)[C@@H]1CC[C@H]2OC3(C(N21)=O)CCN(CC3)C(C3=CC(=C(C(=C3)I)I)I)=O